NC1CCC(CC1)NC1=NC2=CC(=C(C=C2C=N1)C=1C=CC(=NC1OC)NS(=O)(=O)C1=C(C=CC=C1)Cl)C N-(5-(2-(((1r,4r)-4-aminocyclohexyl)amino)-7-methylquinazolin-6-yl)-6-methoxypyridin-2-yl)-2-chlorobenzenesulfonamide